3-phenylnaphthalene-1,2-dione C1(=CC=CC=C1)C=1C(C(C2=CC=CC=C2C1)=O)=O